O[C@@H]1CN(CC[C@H]1OC1=CC(=CC=C1)C(F)(F)F)C(=O)OC(C)(C)C |r| (±)-trans-tert-butyl 3-hydroxy-4-(3-(trifluoromethyl) phenoxy)piperidine-1-carboxylate